O([C@H]1[C@H](O)[C@@H](O)[C@H](O)[C@H](O1)CO)C1=CNC2=CC=C(C(=C12)Br)OC1=NC(=NC(=N1)OC)N1CCOCC1 4-bromo-5-[(4-methoxy-6-morpholino-1,3,5-triazin-2-yl) oxy]-1H-indol-3-yl β-D-glucopyranoside